COC1=NC=C(C=C1)C=1C=C2C(=NC=NC2=CC1)N1CCNCC1 2-methoxy-5-(4-(piperazin-1-yl)quinazolin-6-yl)pyridine